C1(CC1)COC=1C=C(C=CC1OC(F)F)C=1OC(C2=C(N1)C=CC=C2)(C)COC 2-(3-(cyclopropylmethoxy)-4-(difluoromethoxy)phenyl)-4-(methoxymethyl)-4-methyl-4H-benzo[d][1,3]oxazine